CN1CCC=2C1=CN=C(C2)C(N)=N 1-methyl-2,3-dihydro-1H-pyrrolo[2,3-c]pyridine-5-carboximidamide